4,4-difluoro-2-cyanopyrrolidine FC1(CC(NC1)C#N)F